N-{[6-(1H-imidazol-1-yl)pyridin-3-yl](8-hydroxy-5-nitroquinolin-7-yl)methyl}pentanamide N1(C=NC=C1)C1=CC=C(C=N1)C(NC(CCCC)=O)C1=CC(=C2C=CC=NC2=C1O)[N+](=O)[O-]